(±)-(R,S)-α-(4-hydroxyphenyl)-β-methyl-4-(phenylmethyl)-1-piperidinepropanol OC1=CC=C(C=C1)[C@@H]([C@H](CN1CCC(CC1)CC1=CC=CC=C1)C)O |r|